2-(4-(2-(3-aminopyrazin-2-yl)-3-(4-(chloromethyl)phenyl)-3H-imidazo[4,5-b]pyridin-5-yl)-2H-1,2,3-triazol-2-yl)acetamide NC=1C(=NC=CN1)C1=NC=2C(=NC(=CC2)C2=NN(N=C2)CC(=O)N)N1C1=CC=C(C=C1)CCl